5,5-difluoropiperidine-3-carboxylate FC1(CC(CNC1)C(=O)[O-])F